4-(3-((R)-4-(4-(((9H-fluoren-9-yl)methoxy)carbonyl)piperazin-1-yl)-1-((S)-1-(4-(acryloyloxy)-3,3-dimethyl-2-oxobutanoyl)piperidine-2-carbonyloxy)butyl)phenylamino)-4-oxobutanoic acid C1=CC=CC=2C3=CC=CC=C3C(C12)COC(=O)N1CCN(CC1)CCC[C@@H](OC(=O)[C@H]1N(CCCC1)C(C(C(COC(C=C)=O)(C)C)=O)=O)C=1C=C(C=CC1)NC(CCC(=O)O)=O